CC1=C(C=CC=C1C)N1CCN(CC1)C=1C=CC(=C(C(=O)OC)C1)NS(=O)(=O)C1=C(C=CC(=C1)C)C methyl 5-(4-(2,3-dimethylphenyl) piperazin-1-yl)-2-((2,5-dimethylphenyl)-sulfonamido)benzoate